N-[(2S,3R)-4,4-difluoro-2-[(2-fluoro[1,1'-biphenyl]-3-yl)methyl]-1-((1r,3S)-3-fluorocyclobutane-1-carbonyl)pyrrolidin-3-yl]ethanesulfonamide FC1([C@@H]([C@@H](N(C1)C(=O)C1CC(C1)F)CC=1C(=C(C=CC1)C1=CC=CC=C1)F)NS(=O)(=O)CC)F